CN1CC(CC1)OC(=O)N1CC=2NC(=NC2C1)C1=NNC2=CC=C(C=C12)OC(C)C1=CC(=CC(=C1)F)F 1-methylpyrrolidin-3-yl-2-(5-(1-(3,5-difluorophenyl) ethoxy)-1H-indazol-3-yl)-4,6-dihydropyrrolo[3,4-d]imidazole-5(1H)-carboxylate